C(C)(C)(C)OC(=O)C=1N=NN(C1)CC=1N=C2N(C=C(C=C2N2N=CC(=C2)C(=O)OC)C2CC2)C1 tert-butyl-1-((6-cyclopropyl-8-(4-(methoxycarbonyl)-1H-pyrazol-1-yl)imidazo[1,2-a]pyridin-2-yl)methyl)-1H-1,2,3-triazole-4-carboxylate